16-{4-[4-(aminomethyl)phenyl]phenyl}-3-oxa-9λ5,23-diazaheptacyclo[17.7.1.15,9.02,17.04,15.023,27.013,28]octacosa-1(27),2(17),4,9(28),13,15,18-heptaen-9-ylium NCC1=CC=C(C=C1)C1=CC=C(C=C1)C1=C2C=C3CCC[N+]=4CCCC(=C2OC=2C=5CCCN6CCCC(=CC12)C56)C43